5-chloro-1'-(2-{[1-(2-hydroxyethyl)-2-oxo-1,2,3,4-tetrahydroquinolin-6-yl]oxy}ethyl)-1,2-dihydrospiro[indole-3,4'-piperidin]-2-one ClC=1C=C2C(=CC1)NC(C21CCN(CC1)CCOC=1C=C2CCC(N(C2=CC1)CCO)=O)=O